FC(C1=NN(C(=C1)C1=CC=C(C=C1)C)C1=CC=CC=C1)F 3-difluoromethyl-1-phenyl-5-(p-tolyl)-1H-pyrazole